ClC1=C(NC2=NC(=C3NC=NC3=N2)O)C=CC=C1 2-(2-chloroanilino)-6-hydroxypurine